(3Z,6Z)-3-[(5-tert-butyl-1H-imidazol-4-yl)methylene]-6-(benzylidene)-2,5-piperazinedione C(C)(C)(C)C1=C(N=CN1)\C=C/1\C(N\C(\C(N1)=O)=C/C1=CC=CC=C1)=O